ClC1=CC=C(CN2C(=NC=3N(C(N(C(C23)=O)CCCO)=O)C)C#CCOC2CCC2)C=C1 7-(4-chlorobenzyl)-8-(3-Cyclobutoxyprop-1-yn-1-yl)-1-(3-hydroxypropyl)-3-methyl-3,7-dihydro-1H-purine-2,6-dione